tert-butyl 4-((4-(2-fluorophenyl)-6-oxopyrimidin-1(6H)-yl) methyl)-4-hydroxypiperidine-1-carboxylate FC1=C(C=CC=C1)C=1N=CN(C(C1)=O)CC1(CCN(CC1)C(=O)OC(C)(C)C)O